C[C@@H]1O[C@@H](CN(C1)CC1=CC(=NC(=C1)NC=1SC(=CN1)C=1OC(=NN1)C1=CC=CC=C1)C1=CC=C(C=C1)CO)C (4-(4-(((2S,6R)-2,6-dimethylmorpholino)methyl)-6-((5-(5-phenyl-1,3,4-oxadiazole-2-yl)thiazol-2-yl)amino)pyridin-2-yl)phenyl)methanol